N-(1-cyclopropyl-6-fluoro-2-(4-fluorophenyl)-5-benzimidazolyl)-5-(3,5-dichlorophenyl)-1,3,4-thiadiazol-2-amine C1(CC1)N1C(=NC2=C1C=C(C(=C2)NC=2SC(=NN2)C2=CC(=CC(=C2)Cl)Cl)F)C2=CC=C(C=C2)F